(cyclopentadienyl)zirconium (IV) dichloride [Cl-].[Cl-].C1(C=CC=C1)[Zr+3]